C(CCCCCCC(=O)[O-])(=O)[O-].[NH4+].[NH4+] ammonium octanedioate